2-(tert-butoxycarbonylamino)-acrylic acid benzyl ester C(C1=CC=CC=C1)OC(C(=C)NC(=O)OC(C)(C)C)=O